ClC=1C=CC=2N=CN=C(C2N1)NC1=C(C(=CC=C1)C)F 6-chloro-N-(2-fluoro-3-methyl-phenyl)pyrido[3,2-d]pyrimidin-4-amine